C1CC12NCC[C@@H](C2)NC=2C(=CN(C(C2)=O)C2(CC2)C(F)F)C(=O)N[C@H](C)C2=C(C(=CC=C2)C(F)F)F 4-(((S)-4-azaspiro[2.5]oct-7-yl)amino)-N-((R)-1-(3-(difluoromethyl)-2-fluorophenyl)ethyl)-1-(1-(difluoromethyl)cyclopropyl)-6-oxo-1,6-dihydropyridine-3-carboxamide